1H-pyrrolo[2,3-b]pyridine-6-carboxylic acid N1C=CC=2C1=NC(=CC2)C(=O)O